OC1CC(CN(C1)C(=O)OCC1=CC=CC=C1)C(=O)OC 1-benzyl 3-methyl 5-hydroxypiperidine-1,3-dicarboxylate